N1CCC2(CC1)C(C1=CC=CC=C1C2)N 1,3-dihydro-spiro[indene-2,4'-piperidine]-1-amine